ethyl-2-amino-pyrrole-3-carboxylate C(C)OC(=O)C1=C(NC=C1)N